C(C)OC(=O)C=1C(C=C2N(C(CC3=CC(=C(C=C23)OC)C2=CN=C(S2)COC2CC2)C(C)(C)C)C1)=O 6-tert-butyl-9-[2-(cyclopropyloxymethyl)thiazol-5-yl]-10-methoxy-2-oxo-6,7-dihydro-2H-pyrido[2,1-a]Isoquinoline-3-carboxylic acid ethyl ester